1-[trans-4-cyanotetrahydropyran-3-yl]-3-[(7-fluoro-1-hydroxy-3H-2,1-benzoxaborol-5-yl)amino]pyrazole-4-carboxamide C(#N)[C@H]1[C@@H](COCC1)N1N=C(C(=C1)C(=O)N)NC=1C=C(C2=C(COB2O)C1)F